C(C)(C)(C)N1C=C(C=2C1=NC(=CC2)C(=O)N2C[C@H](CC2)NC2=NC(=C(C(=O)OC)C(=C2)C)C)C2=CC(=C(C=C2)Cl)F methyl (S)-6-((1-(1-(tert-butyl)-3-(4-chloro-3-fluorophenyl)-1H-pyrrolo[2,3-b]pyridine-6-carbonyl)pyrrolidin-3-yl)amino)-2,4-dimethylnicotinate